Tert-butyl (R)-(1-(3-(methylsulfonyl)phenyl)pyrrolidin-3-yl)carbamate CS(=O)(=O)C=1C=C(C=CC1)N1C[C@@H](CC1)NC(OC(C)(C)C)=O